4-bromo-2-fluoro-3-methoxybenzoic acid BrC1=C(C(=C(C(=O)O)C=C1)F)OC